tert-butyl 2-[1-[(1S)-1-[(2R,4S)-4-hydroxy-2-(methylcarbamoyl)pyrrolidine-1-carbonyl]-2,2-dimethyl-propyl]triazol-4-yl]morpholine-4-carboxylate O[C@H]1C[C@@H](N(C1)C(=O)[C@H](C(C)(C)C)N1N=NC(=C1)C1CN(CCO1)C(=O)OC(C)(C)C)C(NC)=O